ethyl Nα-dodecanoyl-L-argininate hydrochloride Cl.C(CCCCCCCCCCC)(=O)N[C@@H](CCCNC(N)=N)C(=O)OCC